(R)-1-cyclobutyl-N-(4-phenyl-6-(2-(trifluoro-methyl)pyrrolidin-1-yl)-pyrimidin-5-yl)-1H-pyrazole-4-carboxamide C1(CCC1)N1N=CC(=C1)C(=O)NC=1C(=NC=NC1N1[C@H](CCC1)C(F)(F)F)C1=CC=CC=C1